3-ethoxy-4-(1-ethoxy-1-methylethyl)cyclohexene C(C)OC1C=CCCC1C(C)(C)OCC